7-((5-chlorothiophene-2-yl)methoxy)-3,4-dihydroisoquinoline-2(1H)-carboxylic acid tert-butyl ester C(C)(C)(C)OC(=O)N1CC2=CC(=CC=C2CC1)OCC=1SC(=CC1)Cl